The molecule is a fatty acid ethyl ester obtained by the formal condensation of 3-nonenoic acid with ethanol. It has a role as a metabolite. CCCCC/C=C/CC(=O)OCC